C12(CC3CC(CC(C1)C3)C2)N(C(CN2C(C(=CC=C2)NC([C@H](CC/C=C/C(=O)OC)NC(=O)C=2OC3=C(C2C)C=CC=C3)=O)=O)=O)C (S,E)-methyl 7-(1-(2-(1-adamantyl(methyl)amino)-2-oxoethyl)-2-oxo-1,2-dihydropyridin-3-ylamino)-6-(3-methylbenzofuran-2-carboxamido)-7-oxohept-2-enoate